2-(6-(4-(3H-imidazo[4,5-b]pyridin-7-yl)-1H-pyrazol-1-yl)pyridin-3-yl)-2-(3,3-difluoroazetidin-1-yl)acetonitrile N1=CNC2=NC=CC(=C21)C=2C=NN(C2)C2=CC=C(C=N2)C(C#N)N2CC(C2)(F)F